O2-benzyl O1-tert-butyl (2S,4R)-4-hydroxypyrrolidine-1,2-dicarboxylate O[C@@H]1C[C@H](N(C1)C(=O)OC(C)(C)C)C(=O)OCC1=CC=CC=C1